CC(C)(C)C=1C=C(C=C(C1O)C)CCC(=O)O 3-(1,1-dimethylethyl)-4-hydroxy-5-Methyl-benzenepropanoic acid